1-(5-fluoropyridin-2-yl)cyclopropane-1-carboxylic acid FC=1C=CC(=NC1)C1(CC1)C(=O)O